N-[3-[[1-[3-acetamido-5-(3-ethylphenyl)pyridine-2-carbonyl]-4-piperidyl]oxy]propyl]-5-[4-[(7-ethyl-6-oxo-5H-1,5-naphthyridin-3-yl)methyl]piperazin-1-yl]pyridine-2-carboxamide C(C)(=O)NC=1C(=NC=C(C1)C1=CC(=CC=C1)CC)C(=O)N1CCC(CC1)OCCCNC(=O)C1=NC=C(C=C1)N1CCN(CC1)CC=1C=NC=2C=C(C(NC2C1)=O)CC